FC(F)(F)SCC(F)(F)F (2,2,2-trifluoroethyl) (trifluoromethyl) sulfide